O=C1NC(CCC1N1C(C2=CC=C(C=C2C1=O)N1CCC(CC1)CN1CC(C1)CN1[C@H](CNCC1)C)=O)=O 2-(2,6-dioxo-3-piperidinyl)-5-[4-[[3-[[(2S)-2-methylpiperazin-1-yl]methyl]azetidin-1-yl]methyl]-1-piperidinyl]isoindoline-1,3-dione